C1(=CC=CC=C1)C12CN(CC2C1)C(=O)C1=NOC(=N1)C1=C(C(=C(C(=C1)F)F)O)F (1-phenyl-3-azabicyclo[3.1.0]hex-3-yl)(5-(2,4,5-trifluoro-3-hydroxyphenyl)-1,2,4-oxadiazol-3-yl)methanone